C(C1=CC=CC=C1)O[C@@](CCCOC(CNC(OC(C)(C)C)=O)(C)C)(C(F)(F)F)C(NNC(=O)C1=NC(=C(C=C1[N+](=O)[O-])C(F)(F)F)O)=O tert-butyl N-[2-[(4R)-4-benzyloxy-5,5,5-trifluoro-4-[[[6-hydroxy-3-nitro-5-(trifluoromethyl)pyridine-2-carbonyl]amino]carbamoyl]pentoxy]-2-methyl-propyl]carbamate